C(C)(C)N1N=CC=C1C(=O)N1CCC2(C(C2)CNC(=O)C2=CC=3C(=CN=CC3)O2)CC1 N-[[6-(2-isopropylpyrazole-3-carbonyl)-6-azaspiro[2.5]octan-2-yl]methyl]furo[2,3-c]pyridine-2-carboxamide